O[C@@H](C(=O)O)C(CO)(C)C D-2,4-dihydroxy-3,3-dimethylbutanoic acid